dibenzoyl-p-benzoquinone dioxime C1=CC=C(C=C1)C(=O)ON=C2C=CC(=NOC(=O)C3=CC=CC=C3)C=C2